tert-Butyl (1-(6-bromopyrazine-2-carboxamido)-2-methylpropan-2-yl)carbamate BrC1=CN=CC(=N1)C(=O)NCC(C)(C)NC(OC(C)(C)C)=O